(S)-5-(4-((1-(7-amino-2-(furan-2-yl)-[1,2,4]triazolo[1,5-a][1,3,5]triazin-5-yl)piperidin-3-yl)methyl)piperazin-1-yl)pyrazine-2-carboxylic acid hydrochloride Cl.NC1=NC(=NC=2N1N=C(N2)C=2OC=CC2)N2C[C@@H](CCC2)CN2CCN(CC2)C=2N=CC(=NC2)C(=O)O